FC=1C=C(C=CC1)[C@]1(C(CCCC1)=O)NC (R)-2-(3-fluorophenyl)-2-(methylamino)cyclohexan-1-one